C(C)(C)(C)[S@@](=O)N[C@](CC(=O)OC)(C)C1=CC2=C(SC3=C2C=C(C=C3)C#CC)C=C1Cl Methyl (S)-3-(((R)-tert-butylsulfinyl)amino)-3-(3-chloro-8-(prop-1-yn-1-yl)dibenzo[b,d]thiophen-2-yl)butanoate